BrC1=C2C(=CC(=CC2=CC=C1F)O[Si](C(C)C)(C(C)C)C(C)C)C=1N=CC2=C(N=C(C(=C2C1F)C)C)N1CC2CCC(C1)N2 [5-bromo-4-[8-(3,8-diazabicyclo[3.2.1]octan-3-yl)-4-fluoro-5,6-dimethyl-2,7-naphthyridin-3-yl]-6-fluoro-2-naphthyl]oxy-triisopropyl-silane